6-bromo-3-methyl-1H,2H,3H-imidazo[4,5-b]pyridin-2-one BrC=1C=C2C(=NC1)N(C(N2)=O)C